3-(ethylsulfonylmethyl)azetidine-1-carboxylic acid tert-butyl ester C(C)(C)(C)OC(=O)N1CC(C1)CS(=O)(=O)CC